CC1=CC(=NC=N1)C1=CC(=NN1)C(=O)N1C2(CC2)C[C@H](CC1)C(=O)OC Methyl (7S)-4-[5-(6-methylpyrimidin-4-yl)-1H-pyrazole-3-carbonyl]-4-azaspiro[2.5]octane-7-carboxylate